Cl.N1(CCCCC1)N=C=N piperidin-1-yl-Carbodiimide hydrochloride